N,N-diethyl-2-(5-fluoro-4-methoxy-1H-indol-3-yl)ethan-1-amine C(C)N(CCC1=CNC2=CC=C(C(=C12)OC)F)CC